3-ethyl-8-methyl-7-(3-(trifluoromethyl)-7,8-dihydro-1,6-naphthyridin-6(5H)-yl)-4H-pyrimido[1,2-b]pyridazin-4-one C(C)C1=CN=C2N(N=C(C(=C2)C)N2CC=3C=C(C=NC3CC2)C(F)(F)F)C1=O